FC=1C=C(C=CC1)CSCC ethyl [(3-fluorophenyl)methyl] sulfide